2-chloro-7-(pyrrolidin-1-ylmethyl)-N-(1-(3,4,5-trimethoxyphenyl)-1H-imidazol-4-yl)quinazolin-4-amine ClC1=NC2=CC(=CC=C2C(=N1)NC=1N=CN(C1)C1=CC(=C(C(=C1)OC)OC)OC)CN1CCCC1